2-(((1r,4r)-4-(((3-fluorophenyl)(6-fluoro-pyridin-3-yl)carbamoyl-oxy)methyl)cyclohexyl)methoxy)acetic acid FC=1C=C(C=CC1)N(C(=O)OCC1CCC(CC1)COCC(=O)O)C=1C=NC(=CC1)F